rac-(3aS,4R,7S,7aR)-4-(hydroxymethyl)-2-(4-methoxyphenyl)-3a,4,7,7a-tetrahydro-1H-4,7-epoxyisoindole-1,3(2H)-dione OC[C@]12[C@H]3C(N(C([C@H]3[C@H](C=C1)O2)=O)C2=CC=C(C=C2)OC)=O |r|